3-(difluoromethyl)-4-ethyl-phenylacetic acid FC(C=1C=C(C=CC1CC)CC(=O)O)F